BrC=1C=2N(C=C(C1)OCC)N=C1C2C=NN1C1OCCCC1 4-bromo-6-ethoxy-1-(tetrahydro-2H-pyran-2-yl)-1H-pyrazolo[3',4':3,4]pyrazolo[1,5-a]pyridine